tert-Butyl 4-(3-(dinonylamino)propyl)piperidine-1-carboxylate C(CCCCCCCC)N(CCCC1CCN(CC1)C(=O)OC(C)(C)C)CCCCCCCCC